tributyl-tin chloride C(CCC)[Sn](CCCC)(CCCC)Cl